O1CCC(=CC1)C=1N=CN(C1)C1=C(C=C(C=N1)NC(CC1=NC(=CC=C1)C(F)(F)F)=O)F N-(6-(4-(3,6-dihydro-2H-pyran-4-yl)-1H-imidazol-1-yl)-5-fluoropyridin-3-yl)-2-(6-(trifluoromethyl)pyridin-2-yl)acetamide